rel-(3S)-3-(5-(((3S,4S)-1-((8-fluoro-2-(1-methylpyrrolidin-2-yl)quinolin-6-yl)methyl)-4-(methoxymethyl)pyrrolidin-3-yl)oxy)-1-oxoisoindolin-2-yl)piperidine-2,6-dione FC=1C=C(C=C2C=CC(=NC12)C1N(CCC1)C)CN1C[C@H]([C@@H](C1)COC)OC=1C=C2CN(C(C2=CC1)=O)[C@@H]1C(NC(CC1)=O)=O |o1:37|